CN(C1=CC=C2C=NN(C2=C1[N+](=O)[O-])C)C N,N,1-TRIMETHYL-7-NITROINDAZOL-6-AMINE